FCCOC[C@H](C)NC(=O)C1=NC(=C(C=C1)N1CC(C1)OC)OCC1(COC1)CO N-[(2S)-1-(2-fluoroethoxy)prop-2-yl]-6-{[3-(hydroxymethyl)oxetan-3-yl]methoxy}-5-(3-methoxyazetidin-1-yl)pyridine-2-carboxamide